C(C=C)[C@@H]1OCC[C@@H]1OC1=C(C=CC(=C1)C)S(=O)(=O)CCC(=O)OC[C@@H](CCCC)CC |o1:3,7,&1:25| (RS)-2-ethylhexyl 3-((2-(((2S*,3S*)-2-allyltetrahydrofuran-3-yl)oxy)-4-methylphenyl)sulfonyl)propanoate